racemic-((2R,6S)-2,6-dimethylmorpholino)(1-(2-(1-(2,3-dimethylphenyl)piperidin-4-yl)-2-hydroxyethyl)-1,4,5,6-tetrahydrocyclopenta[c]pyrazol-3-yl)methanone C[C@H]1O[C@H](CN(C1)C(=O)C=1C2=C(N(N1)C[C@H](O)C1CCN(CC1)C1=C(C(=CC=C1)C)C)CCC2)C |&1:15|